5-Fluoro-7-(2-methylimidazo[1,2-a]pyrimidin-6-yl)-3-(piperidin-4-yl)cinnoline dihydrochloride Cl.Cl.FC1=C2C=C(N=NC2=CC(=C1)C=1C=NC=2N(C1)C=C(N2)C)C2CCNCC2